3-oxo-2-pentylcarbonyl-acetic acid, methyl ester O=C(CCC(=O)CC(=O)OC)CC